2-((1r,2r)-2-aminocycloheptyl)-5-chloro-3-iodo-N-(thiophen-2-ylmethyl)thieno[3,2-b]pyridin-7-amine N[C@H]1[C@@H](CCCCC1)C1=C(C2=NC(=CC(=C2S1)NCC=1SC=CC1)Cl)I